COC1=CC(=CC2=C1C(=NO2)N)CN2N=CC=C2 4-methoxy-6-(pyrazol-1-ylmethyl)-1,2-benzooxazol-3-amine